N,N-dimethyl-1H-indole-3-carboxamide CN(C(=O)C1=CNC2=CC=CC=C12)C